IC=1C=NC=2CC(CCC2C1)NC(OCC1=CC=CC=C1)=O Benzyl (3-iodo-5,6,7,8-tetrahydroquinolin-7-yl)carbamate